F\C(\C(=O)O)=C/C1=NC=CC=C1C (Z)-2-fluoro-3-(3-methylpyridin-2-yl)acrylic acid